5-(2-oxoethyl)pyridine-2-carbonitrile O=CCC=1C=CC(=NC1)C#N